C(C1=CC=CC=C1)N([C@@H](CC(=O)OCC)C=1C=C(C=CC1F)C1=CC=CC=C1)[C@H](C)C1=CC=CC=C1 ethyl (S)-3-(benzyl((R)-1-phenylethyl)amino)-3-(4-fluorobiphenyl-3-yl)propanoate